N-methyl-N-(2-cyanocyclohex-1-en-1-yl)-methacrylamide CN(C(C(=C)C)=O)C1=C(CCCC1)C#N